ClC(OC1=CC=C(C=C1)NC(=O)C1=CN(C(C=C1)=O)C1=CC(=CC=C1)OC)(F)F N-[4-(Chlorodifluoro-methoxy)phenyl]-1-(3-methoxyphenyl)-6-oxo-1,6-dihydropyridine-3-carboxamide